2-[2,4-dimethyl-5-(4-vinylphenyl)pyrazol-3-yl]-5-(trifluoromethoxy)isoindolin-1-one CN1N=C(C(=C1N1C(C2=CC=C(C=C2C1)OC(F)(F)F)=O)C)C1=CC=C(C=C1)C=C